C(#N)C(NC(=O)[C@@H]1[C@H]2C([C@H]2CN1C([C@H](CC1=NC=CC=C1)NC(CC1COCC1)=O)=O)(C)C)C=1C=NC=C2C=CC=NC12 (1R,2S,5S)-N-[cyano(1,6-naphthyridin-8-yl)methyl]-6,6-dimethyl-3-[(2S)-3-(2-pyridyl)-2-[(2-tetrahydrofuran-3-ylacetyl)amino]propanoyl]-3-azabicyclo[3.1.0]hexane-2-carboxamide